ClC=1C=C(C=CC1F)C(N1C[C@@H](N(C[C@H]1C)C=1C=2N=CN(C2N2C(N1)=NN=C2)CCN(C)C)C)[C@@H]2C[C@H](C2)C(F)(F)F 2-(4-((2S,5R)-4-((3-chloro-4-fluorophenyl)((trans)-3-(trifluoromethyl)cyclobutyl)methyl)-2,5-dimethylpiperazin-1-yl)-1H-[1,2,4]triazolo[3,4-b]purin-1-yl)-N,N-dimethylethan-1-amine